(2-methylphenyl)diphenylselenonium nonaflate S(=O)(=O)([O-])C(F)(F)C(F)(F)C(F)(F)C(F)(F)F.CC1=C(C=CC=C1)[Se+](C1=CC=CC=C1)C1=CC=CC=C1